NC1=NC=C(C=C1O[C@H](C)C=1C=C(C=CC1)NC(C1=CC(=CC(=C1)C(F)(F)F)S(=O)(=O)C)=O)Cl (R)-N-(3-(1-((2-Amino-5-chloropyridin-3-yl)oxy)ethyl)phenyl)-3-(methylsulfonyl)-5-(trifluoromethyl)benzamid